1-(5-methoxy-2,2-dimethyl-2H-chromen-6-yl)-3-(2-(m-tolyl)-1H-benzo[d]imidazol-5-yl)urea COC1=C2C=CC(OC2=CC=C1NC(=O)NC1=CC2=C(NC(=N2)C=2C=C(C=CC2)C)C=C1)(C)C